(1-bromo-2-(benzenesulfonyl)ethyl)benzene BrC(CS(=O)(=O)C1=CC=CC=C1)C1=CC=CC=C1